2-((S)-1-Acryloyl-4-((R)-7-(7-fluoro-3,4-dihydroquinolin-1(2H)-yl)-2-(3-(methylamino)azetidin-1-yl)-5,6,7,8-tetrahydroquinazolin-4-yl)piperazin-2-yl)acetonitrile C(C=C)(=O)N1[C@H](CN(CC1)C1=NC(=NC=2C[C@@H](CCC12)N1CCCC2=CC=C(C=C12)F)N1CC(C1)NC)CC#N